2-cyclobutyl-5-(3-cyclopropylpyrazolo[1,5-a]pyrimidin-5-yl)-7H-pyrrolo[2,3-d]pyrimidine C1(CCC1)C=1N=CC2=C(N1)NC=C2C2=NC=1N(C=C2)N=CC1C1CC1